(S,E)-2-methyl-N-(2-morpholinobenzylidene)propane-2-sulfinamide CC(C)(C)[S@](=O)/N=C/C1=C(C=CC=C1)N1CCOCC1